C1(=CC=CC=C1)C1=C(C=CC=C1)P(C1=CC=CC=C1)(C(C1=CC=CC=C1)=O)=O phenylbenzoyldiphenylphosphine oxide